5-((2-bromo-5-fluorobenzyl)(methyl)amino)pyrazolo[1,5-a]Pyrimidine-3-carboxylic acid ethyl ester C(C)OC(=O)C=1C=NN2C1N=C(C=C2)N(C)CC2=C(C=CC(=C2)F)Br